N-(5-(difluoromethoxy)-1H-pyrazol-3-yl)-6-(((1S,2S,3R,5R)-2-fluoro-8-azabicyclo[3.2.1]octan-3-yl)oxy)pyrazin-2-amine FC(OC1=CC(=NN1)NC1=NC(=CN=C1)O[C@H]1[C@H]([C@@H]2CC[C@H](C1)N2)F)F